BrC1=C(C=C(S1)C1=C(C(=C(C2=NSN=C21)C=2SC(=C(C2)CCCCCCCC)Br)F)F)CCCCCCCC 4,7-bis(5-bromo-4-octylthiophene-2-yl)-5,6-difluorobenzo[c][1,2,5]thiadiazole